Methyl 2-(4-fluoro-5,6-dimethoxybenzo[b]thiophen-2-yl)-2-oxoethane-1-sulfonate FC1=C(C(=CC=2SC(=CC21)C(CS(=O)(=O)OC)=O)OC)OC